FC=1C(=C(C=CC1F)[C@H]1[C@@H](O[C@]([C@H]1C)(C(F)(F)F)C)C(=O)NC=1C=NC(=NC1)[C@@H](CO)O)OC (2R,3S,4S,5R)-3-(3,4-difluoro-2-methoxyphenyl)-N-(2-((S)-1,2-dihydroxyethyl)pyrimidin-5-yl)-4,5-dimethyl-5-(trifluoromethyl)tetrahydrofuran-2-carboxamide